N1=NN=NC=CC=CC=CC=CC=CC=CC=CC=CC=CC(=CC=CC=CC=C1)C(=O)N tetraazacyclotriacontine-23-carboxamide